2-[(4,5-diphenyl-1H-imidazol-2-yl)sulfanyl]-N-methyl-propanamide C1(=CC=CC=C1)C=1N=C(NC1C1=CC=CC=C1)SC(C(=O)NC)C